ClC1=CC=C(C(=O)NC2=C(C3=CC=C(C=C3C=C2)OC)C2=C(C=CC=C2)O)C=C1 4-chloro-N-(1-(2-hydroxyphenyl)-6-methoxynaphthalen-2-yl)benzamide